Sodium N-(2-chlorophenyl)sulfamate ClC1=C(C=CC=C1)NS([O-])(=O)=O.[Na+]